(R)-tert-butyl 3-(6-cyano-8-(6-(hydroxymethyl)thieno[3,2-d]pyrimidin-4-yl)-3,4-dihydroquinolin-1(2H)-yl)pyrrolidine-1-carboxylate C(#N)C=1C=C2CCCN(C2=C(C1)C=1C2=C(N=CN1)C=C(S2)CO)[C@H]2CN(CC2)C(=O)OC(C)(C)C